BrC=1C=C2C(=CC(=NC2=C(C1)F)C(C)C)N(C=1SC(=C(N1)C1=CC=C(C=C1)F)C#N)C 2-((6-bromo-8-fluoro-2-isopropylquinolin-4-yl)(methyl)amino)-4-(4-fluorophenyl)thiazole-5-carbonitrile